2-[[4-(4-pyridyloxy)-1-piperidinyl]methyl]-1H-indole N1=CC=C(C=C1)OC1CCN(CC1)CC=1NC2=CC=CC=C2C1